The molecule is a carboxamidine that is benzene carrying an amidino group. It has a role as a serine protease inhibitor. It is a member of benzenes and a carboxamidine. It derives from a benzoic acid. C1=CC=C(C=C1)C(=N)N